(S)-2'-chloro-4-{[(1R)-1-phenylbutyl]carbamoyl}-6'-[5-(pyridin-4-yl)-1H-imidazol-2-yl]-[1,1'-biphenyl]-2-carboxylic acid ClC1=C(C(=CC=C1)C=1NC(=CN1)C1=CC=NC=C1)C=1C(=CC(=CC1)C(N[C@H](CCC)C1=CC=CC=C1)=O)C(=O)O